OCCCCSC(CC(C)C)=O 3-methylthiobutanoic acid-S-(4-hydroxybutyl) ester